7-glycidoxyheptylmethyldiethoxysilane C(C1CO1)OCCCCCCC[Si](OCC)(OCC)C